FC(C(=O)O)(F)F.NCCCC(=O)N[C@H]1CCC=2C=3C1=C1C(=NC3C=C(C2C)F)C2=CC3=C(C(N2C1)=O)COC([C@]3(O)CC)=O 4-amino-N-[(1s,9s)-9-ethyl-5-fluoro-9-hydroxy-4-methyl-10,13-dioxo-2,3,9,10,13,15-hexahydro-1h,12h-benzo[de]pyrano[3',4':6,7]indolizino[1,2-b]quinolin-1-yl]butyramide trifluoroacetate